Di(4-tert.butylcyclohexyl)peroxydicarbonate C(C)(C)(C)C1CCC(CC1)OC(=O)OOC(=O)OC1CCC(CC1)C(C)(C)C